C[C@H]1CN(C[C@H](O1)C)C=1C=CC=2N(C1)C(=CN2)C=2C=C1C(=NNC1=CC2)C (2S,6R)-2,6-dimethyl-4-(3-(3-methyl-1H-indazol-5-yl)imidazo[1,2-a]pyridin-6-yl)morpholine